N12C=CCNC2CCC1 1,5-Diaza-bicyclo[4.3.0]nonen